F[C@H]1C[C@H](N(C1)C)[C@H](C)OC1=CC(=NC(=N1)C1=NC(=NO1)C(C)(C)C1=C(C=CC=C1)F)O[C@@H]1C[C@H](NCC1)CC#N 2-[(2R,4S)-4-({6-[(1S)-1-[(2S,4S)-4-Fluoro-1-methylpyrrolidin-2-yl]ethoxy]-2-{3-[2-(2-fluorophenyl)propan-2-yl]-1,2,4-oxadiazol-5-yl}pyrimidin-4-yl}oxy)piperidin-2-yl]acetonitrile